NC=1NC(=C(C(N1)=O)CCO)C 2-amino-5-(2-hydroxyethyl)-6-methyl-1H-pyrimidine-4-one